COC=1C=C(C=CC1OC)C(=O)C1=C(C=CC=C1)[N+](=O)[O-] (3,4-dimethoxyphenyl)(2-nitrophenyl)methanone